N1CCC=2C1=NC=CC2C2CC(N(CC2)C(=O)OC(C)(C)C)(C)C tert-butyl 4-(2,3-dihydro-1H-pyrrolo[2,3-b]pyridin-4-yl)-2,2-dimethylpiperidine-1-carboxylate